ClC=1C2=CN(N=C2C=CC1C1=CNC=2N=C(N=C(C21)C#N)N2C(CC(CC2)(C2=C(C=CC=C2)F)NC([O-])=O)C(C)(C)C)C (1-(5-(4-chloro-2-methyl-2H-indazol-5-yl)-4-cyano-7H-pyrrolo[2,3-d]pyrimidin-2-yl)-tert-Butyl 4-(2-fluorophenyl)piperidin-4-yl)carbamate